[Ca+2].OC1=C(C=C(C=C1)O)S(=O)(=O)[O-].OC1=C(C=C(C=C1)O)S(=O)(=O)[O-] 2,5-dihydroxybenzenesulfonic acid calcium salt